[Ru+2].CC1=C(C(=C(C1(OS(=O)(=O)C(F)(F)F)C)C)C)C pentamethylcyclopentadienyl-trifluoromethanesulfonic acid ruthenium (II)